2-hydroxy-1,1a,2,7b-tetrahydrocyclopropa[c][1,2]benzoxaborinine-4-carboxylic acid OB1OC2=C(C3C1C3)C=CC=C2C(=O)O